(R)-2-(1-((6-(5-((((3,3-difluoropentan-2-yl)oxy)carbonyl)amino)-1-methyl-1H-1,2,3-triazol-4-yl)-2-(trifluoromethyl)pyridin-3-yl)ethynyl)cyclopropyl)acetic acid FC([C@@H](C)OC(=O)NC1=C(N=NN1C)C1=CC=C(C(=N1)C(F)(F)F)C#CC1(CC1)CC(=O)O)(CC)F